COC1=C(COC2=CC=C(C=O)C=C2Cl)C=CC=C1C1=C(C=CC=C1)F 4-(2-methoxy-3-o-fluorophenylbenzyloxy)-5-chlorobenzaldehyde